tert-Butyl 4-acetoxy-2-methyl-1-oxa-8-azaspiro[4.5]dec-3-ene-8-carboxylate C(C)(=O)OC1=CC(OC12CCN(CC2)C(=O)OC(C)(C)C)C